COCCOCCOC1=C(C=NC=C1C)N 4-(2-(2-methoxyethoxy)ethoxy)-5-methylpyridin-3-amine